C(C)(C)(C)N1N=C(C=C1NC1=CC2=C(CSC2)C=C1)C1CCC(CC1)O 5-((1-(tert-butyl)-3-((1s,4s)-4-hydroxycyclohexyl)-1H-pyrazol-5-yl)amino)-1,3-dihydrobenzo[c]thiophene